(1R,4R)-7-oxobicyclo[2.2.1]hept-5-ene-2-carboxylic acid O=C1[C@H]2C(C[C@@H]1C=C2)C(=O)O